N-n-nonadecanoyl-valine C(CCCCCCCCCCCCCCCCCC)(=O)N[C@@H](C(C)C)C(=O)O